6-(4-ethyl-3-(hydroxymethyl)-5-oxo-4,5-dihydro-1H-1,2,4-triazol-1-yl)-7-fluoro-4-isopropyl-2-((1R,2R)-2-methylcyclohexyl)isoquinolin-1(2H)-one C(C)N1C(=NN(C1=O)C=1C=C2C(=CN(C(C2=CC1F)=O)[C@H]1[C@@H](CCCC1)C)C(C)C)CO